[Ru]=O ruthenium(II) oxide